1-hydroxy-3-[(3S)-2-oxopiperidin-3-yl]Propane-1-sulfonic acid sodium salt [Na+].OC(CC[C@H]1C(NCCC1)=O)S(=O)(=O)[O-]